ClC1=C(OC=2C=C(C(N(C2)C(C)C)=O)C)C(=CC(=C1)[N+](=O)[O-])Cl 5-(2,6-dichloro-4-nitrophenoxy)-1-isopropyl-3-methylpyridin-2(1H)-one